COC=1C(=C(C=NC2=CC=C3C(=CC(OC3=C2)=O)C)C=CC1)O 7-((3-methoxy-2-hydroxybenzylidene)amino)-4-methyl-coumarin